ClC=1C=C(C=NC1N1N=CC=N1)NC(=O)C=1C=NN(C1C(F)(F)F)C1=NC=CC=N1 N-(5-Chloro-6-(2H-1,2,3-triazol-2-yl)pyridin-3-yl)-1-(pyrimidin-2-yl)-5-(trifluoromethyl)-1H-pyrazole-4-carboxamide